N1=C(C=CC=C1)C(\C=C\C1=CC=C(C=C1)OC1OCCCC1)=O (E)-1-(pyridin-2-yl)-3-(4-((tetrahydro-2H-pyran-2-yl)oxy)phenyl)prop-2-en-1-one